(S)-ethyl (1-(5-((2-oxopropoxy)methyl)-1H-tetrazol-1-yl)ethyl) carbonate C(OCC)(O[C@@H](C)N1N=NN=C1COCC(C)=O)=O